C1(=CC=CC=C1)C=1C(=CC(=C(C1)C#N)C#N)C1=CC=CC=C1 [1,1':2',1''-terphenyl]-4',5'-dinitrile